(s)-amino((4-amino-4-carboxybutyl)amino)methaniminium (2R,3R)-2-(3,4-dihydroxy-5-oxidophenyl)-3,5-dihydroxy-4-oxochroman-7-olate OC=1C=C(C=C(C1O)[O-])[C@H]1OC2=CC(=CC(=C2C([C@@H]1O)=O)O)[O-].NC(=[NH2+])NCCC[C@@H](C(=O)O)N.NC(=[NH2+])NCCC[C@H](N)C(=O)O